dihydro-5-oxa-1,2a-diazaacenaphthylene-7-carboxamide N1CN2C=COC3=CC(=CC1=C23)C(=O)N